Cl.NCCOCCOCCOCCN(CCO)CC#C 14-amino-3-(prop-2-yn-1-yl)-6,9,12-trioxa-3-azatetradecan-1-ol hydrochloride